tert-butyl (2-((4-amino-6-(4-((5-(tert-butyl)-1,2,4-oxadiazole-3-carboxamido)methyl)-3-methylphenyl)pyrimidin-5-yl)oxy)ethyl)(methyl)-carbamate NC1=NC=NC(=C1OCCN(C(OC(C)(C)C)=O)C)C1=CC(=C(C=C1)CNC(=O)C1=NOC(=N1)C(C)(C)C)C